CC1=C(C(=CC=C1)C)OP(OC1=C(C=CC=C1C)C)(=O)Cl bis(2,6-dimethylphenyl)phosphorochloridate